O=C1NC(CCC1N1C(C2=CC=CC(=C2C1)OCCOCCOCCN1C(C=C(C=C1)[C@@H]1CN(C2(CC2)C1)C(=O)OC(C)(C)C)=O)=O)=O tert-butyl (6R)-6-(1-(2-(2-(2-((2-(2,6-dioxopiperidin-3-yl)-1-oxoisoindolin-4-yl)oxy)ethoxy)ethoxy)ethyl)-2-oxo-1,2-dihydropyridin-4-yl)-4-azaspiro[2.4]heptane-4-carboxylate